5-(1-methyl-1H-pyrazol-4-yl)benzo[d]thiazol-7-ol CN1N=CC(=C1)C=1C=C(C2=C(N=CS2)C1)O